butyl 2-(4-(2-(2-(4-(5-(ethoxycarbonyl)pyrimidin-2-yl)piperazin-1-yl)ethoxy)ethyl)piperazin-1-yl)-7,8-dihydropyrido[4,3-d]pyrimidine-6(5H)-carboxylate C(C)OC(=O)C=1C=NC(=NC1)N1CCN(CC1)CCOCCN1CCN(CC1)C=1N=CC2=C(N1)CCN(C2)C(=O)OCCCC